5-Bromo-3-nitro-2-(3-(piperidin-1-yl)azetidin-1-yl)pyridine BrC=1C=C(C(=NC1)N1CC(C1)N1CCCCC1)[N+](=O)[O-]